C(C)(C)(C)OC(=O)N[C@H](C(=O)OC(C)(C)C)CC=1C=NC=2N(C1)C=C(N2)C(N)=O tert-butyl (S)-2-((tert-butoxycarbonyl)amino)-3-(2-carbamoylimidazo[1,2-a]pyrimidin-6-yl)propanoate